F[P-](F)(F)(F)(F)F.BrC1=CC=C(C=C1)[I+]C1=CC=C(C=C1)Br Di-(4-bromophenyl)-iodonium hexafluorophosphat